3-(3-ethylcyclohexyloxy)-1,2-propanediol C(C)C1CC(CCC1)OCC(CO)O